CC(C=O)(COCC(CCCC)CC)C 2,2-dimethyl-3-(2-ethylhexyloxy)propanal